(1S,2R)-1-hydroxy-2-[(5S)-5H-imidazo[4,3-a]isoindol-5-yl]-7-azaspiro[3.5]nonane-7-sulfonamide O[C@H]1[C@H](CC12CCN(CC2)S(=O)(=O)N)[C@@H]2N1C(C3=CC=CC=C23)=CN=C1